NN1C(=NC(=C1C(=O)N)C1=CC=C(C=C1)C(NC1=NC=C(C=C1)C)=O)[C@H]1N(CCC1)C(\C=C\CC)=O (S,E)-1-Amino-4-(4-((5-methylpyridin-2-yl)carbamoyl)phenyl)-2-(1-(pent-2-enoyl)pyrrolidin-2-yl)-1H-imidazol-5-carboxamid